5-(6-ethylethyl-2,6-diazaspiro[3.3]heptan-2-yl)pyridin-2-amine C(C)N1CC2(CN(C2CC)C=2C=CC(=NC2)N)C1